(3R)-3-amino-5-[(4-chlorophenyl)methyl]-8-fluoro-1,1-dioxo-7-[5-[[3-(trifluoromethyl)cyclobutyl]amino]-1,3,4-oxadiazol-2-yl]-2,3-dihydro-1lambda6,5-benzothiazepin-4-one N[C@H]1CS(C2=C(N(C1=O)CC1=CC=C(C=C1)Cl)C=C(C(=C2)F)C=2OC(=NN2)NC2CC(C2)C(F)(F)F)(=O)=O